CSC1=NN2C(NC(=CC2C2=CC=CC=C2)C2=CC=CC=C2)=N1 2-methylsulfanyl-5,7-diphenyl-4,7-dihydro-[1,2,4]triazolo[1,5-a]pyrimidine